O[C@@H]1[C@@H](COC1)OC1=NN(C=C1NC=1N=CC2=C(N1)N(C(=C2)C#N)[C@H](COC)C)C([2H])([2H])[2H] 2-((3-((cis-4-hydroxytetrahydrofuran-3-yl)oxy)-1-(methyl-d3)-1H-pyrazol-4-yl)amino)-7-((S)-1-methoxypropane-2-yl)-7H-pyrrolo[2,3-d]pyrimidine-6-carbonitrile